O1CCC(CC1)C=1C=C(C=CC1)NC1=CC2=C(C=N1)C=C(N2)C2=CC(=NC=C2)C#N 4-(6-((3-(tetrahydro-2H-pyran-4-yl)phenyl)amino)-1H-pyrrolo[3,2-c]pyridin-2-yl)pyridinecarbonitrile